3-iodo-6-chloropyridazine IC=1N=NC(=CC1)Cl